Cl.NC1CCN(CC1)C=1N(C(C(=C(N1)C1=CC=C(C=C1)C#N)C1=CC=C(OCCCCC(=O)NO)C=C1)=O)C 5-(4-(2-(4-aminopiperidin-1-yl)-4-(4-cyanophenyl)-1-methyl-6-oxo-1,6-dihydropyrimidin-5-yl)phenoxy)-N-hydroxypentanamide hydrochloride